N1CC(C1)OC=1C=CC(=C(C(=O)N[C@H](C)C2=CC(=CC=C2)C=2SC(=CC2)CN[C@H]2C[C@@H](CC2)O)C1)C 5-(azetidin-3-yloxy)-N-((R)-1-(3-(5-((((1R,3R)-3-hydroxycyclopentyl)amino)methyl)thiophen-2-yl)phenyl)ethyl)-2-methylbenzamide